deca-5-yne CCCCC#CCCCC